BrC=1C=C(C=CC1)C1OCCO1 2-(3-bromophenyl)-1,3-dioxolan